C(C)(C)(C)OC(=O)NCCNC(CCCNC1=NC2=C(C3=CN=CC=C13)C=CC(=C2)C(=O)OC)=O Methyl 5-((4-((2-((tert-butoxycarbonyl)amino)ethyl)amino)-4-oxobutyl)amino)benzo[c][2,6]naphthyridine-8-carboxylate